FC(C1CC(N(CC1)S(=O)(=O)C1=CC=C(C)C=C1)C1=C(CN2C(NC(C3=C2C=CN3)=O)=S)C=CC=C1)F 1-(2-(4-(difluoromethyl)-1-tosylpiperidin-2-yl)benzyl)-2-thioxo-1,2,3,5-tetrahydro-4H-pyrrolo[3,2-d]pyrimidin-4-one